1,4-Di-tert-butyl 2-[1-[3-(2,2-dimethylpropanamido)-6-methylpyridin-2-yl]-hydroxyethyl]butanedioate CC(C(=O)NC=1C(=NC(=CC1)C)C(CO)C(C(=O)OC(C)(C)C)CC(=O)OC(C)(C)C)(C)C